NC1=NNC2=C(C=C(C=C12)C1=CC(=NC=C1)NC=1OC=CN1)C#CC(C)(C)C N-(4-(3-amino-7-(3,3-dimethylbut-1-yn-1-yl)-1H-indazol-5-yl)pyridin-2-yl)oxazol-2-amine